tert-butyl (1R*,6R*)-4-(6-bromo-4-oxo-3,4-dihydrothieno[3,2-d]pyrimidin-2-yl)-3-azabicyclo[4.1.0]heptane-3-carboxylate BrC1=CC=2N=C(NC(C2S1)=O)C1N(C[C@@H]2C[C@@H]2C1)C(=O)OC(C)(C)C |o1:14,16|